ClC1=C(C=CC(=C1)Cl)NC=1N(C2=NC(=NC=C2N1)N[C@H]1COC[C@@H]1O)C1CCC(CC1)C(=O)N (1R,4s)-4-(8-(2,4-dichlorophenylamino)-2-((3S,4R)-4-hydroxytetrahydrofuran-3-ylamino)-9H-purin-9-yl)cyclohexanecarboxamide